[N+](=O)([O-])C1=CC=C(C=C1)CCS(=O)(=O)N(C)C 2-(4-Nitrophenyl)-N,N-dimethylaminosulfonylethane